tert-butyl 4-[4-[3-[3-[[ethyl(methyl) sulfamoyl] amino]-2,6-difluoro-benzoyl]-1H-pyrrolo[2,3-b]pyridin-5-yl]-2-oxo-1-pyridyl]piperidine-1-carboxylate C(C)N(S(=O)(=O)NC=1C(=C(C(=O)C2=CNC3=NC=C(C=C32)C3=CC(N(C=C3)C3CCN(CC3)C(=O)OC(C)(C)C)=O)C(=CC1)F)F)C